P(=O)(O)(O)O[C@H]1C[C@@H](O[C@@H]1CO)N1C(=O)N=C(N)C=C1 2'-deoxycytidine-3'-phosphate